C(#N)C1(CC1)NS(=O)(=O)C=1C=C2C(=NC(=NC2=CC1)C)C=1SC(=NN1)C(F)F N-(1-cyanocyclopropyl)-4-(5-(difluoromethyl)-1,3,4-thiadiazol-2-yl)-2-methylquinazoline-6-sulfonamide